FC(OC1=NC2=CC(=CC(=C2N=C1)C=1OC2=C(C1)C(=C(C=C2)O)OC)C)F 2-(2-(difluoromethoxy)-7-methylquinoxalin-5-yl)-4-methoxybenzofuran-5-ol